FCC1(CC1)CN1N=CC=C1 1-((1-(fluoromethyl)cyclopropyl)methyl)-1H-pyrazol